tert-butyl (6aR,8R)-2-(3,5-difluoro-2-methoxyphenyl)-6a-ethyl-8-((5-(methoxy-carbonyl)pyridin-2-yl)oxy)-6a,7,8,9-tetrahydropyrrolo[1',2':4,5]pyrazino[2,3-c]pyridazine-5(6H)-carboxylate FC=1C(=C(C=C(C1)F)C=1C=C2C(=NN1)N(C[C@@]1(N2C[C@@H](C1)OC1=NC=C(C=C1)C(=O)OC)CC)C(=O)OC(C)(C)C)OC